C(#N)C1=CC=C(C=C1)C1=CC=C(C=C1)OCCCCCCCC 4-cyano-4'-octyloxybiphenyl